FC1=C(C(=C(C(=C1F)I)F)F)C1=C(C(=C(C(=C1F)F)I)F)F 2,2',3,3',5,5',6,6'-octafluoro-4,4'-diiodobiphenyl